ClC1=C(C=CC(=C1)F)NC1=NC=C(C(=N1)N1C=C(C=C1)C(=O)N[C@@H](CN(C)C)C1=CC=CC=C1)C (R)-1-(2-((2-chloro-4-fluorophenyl)amino)-5-methylpyrimidin-4-yl)-N-(2-(dimethylamino)-1-phenylethyl)-1H-pyrrole-3-carboxamide